tert-butyl (2-(3-(4-amino-3-chlorobenzamido)-2-oxopyridin-1(2H)-yl)propanamido)glycinate NC1=C(C=C(C(=O)NC=2C(N(C=CC2)C(C(=O)NNCC(=O)OC(C)(C)C)C)=O)C=C1)Cl